2-bromo-7-methyl-2,3-dihydro-1H-inden-1-ol BrC1C(C2=C(C=CC=C2C1)C)O